1,3-Dihydroxy-6H-benzo[c]chromen-6-one OC1=C2C3=C(C(OC2=CC(=C1)O)=O)C=CC=C3